ClC1=C(C=CC(=C1)OC(F)(F)F)[C@H]1[C@@H](O[C@@](C1)(C(F)(F)F)C)C(=O)NC=1C=NC(=CC1)[C@H](CO)O (2R,3S,5S)-3-(2-chloro-4-(trifluoromethoxy)phenyl)-N-(6-((R)-1,2-dihydroxyethyl)pyridin-3-yl)-5-methyl-5-(trifluoromethyl)tetrahydrofuran-2-carboxamide